5-aminovaleric acid hydrobromide Br.NCCCCC(=O)O